methyl 4-chloro-4'-[(3-methoxyazetidin-1-yl) methyl]-7-methylspiro[1,3-benzodioxole-2,1'-cyclohexane]-6-carboxylate ClC1=CC(=C(C=2OC3(CCC(CC3)CN3CC(C3)OC)OC21)C)C(=O)OC